[2-(difluoromethoxy)ethoxy]-3-fluoro-6-methoxy-5-nitro-pyridine FC(OCCOC1=NC(=C(C=C1F)[N+](=O)[O-])OC)F